(R)-3-(2-(4-(4-fluorophenyl)piperazin-1-yl)ethyl)-8-nicotinoyl-2,8-diazaspiro[4.5]decan-1-one FC1=CC=C(C=C1)N1CCN(CC1)CC[C@@H]1NC(C2(C1)CCN(CC2)C(C2=CN=CC=C2)=O)=O